(+/-)-2,3,6,7-tetramethylnonan-1-ol CC(CO)C(CCC(C(CC)C)C)C